C1(CC1)C1=NC(=NO1)C1(CCN(CC1)C(=O)NC1=C(C=CC=C1N1CC2CCC(C1)N2C(C)C)F)C 4-(5-cyclopropyl-1,2,4-oxadiazol-3-yl)-N-{2-fluoro-6-[8-(propane-2-yl)-3,8-diazabicyclo[3.2.1]oct-3-yl]phenyl}-4-methylpiperidine-1-carboxamide